1-(3-((4-(difluoromethyl)-2-(4-(trifluoromethyl)phenoxy)pyridin-3-yl)amino)azetidin-1-yl)-2-fluoroprop-2-en-1-one FC(C1=C(C(=NC=C1)OC1=CC=C(C=C1)C(F)(F)F)NC1CN(C1)C(C(=C)F)=O)F